OC(C)(C)C1=NC=C(C=N1)C=1C=CC=2C(N3N(C2C1)[C@@H](CC3)C3=C(C=CC=C3)OC)=O (S)-6-(2-(2-hydroxyprop-2-yl)pyrimidin-5-yl)-3-(2-methoxyphenyl)-2,3-dihydropyrazolo[1,2-a]indazol-9(1H)-one